4-methyl-2-(pyrrolidin-3-yloxymethyl)morpholine CN1CC(OCC1)COC1CNCC1